OC1=C(C2=CC=CC=C2C=C1C(=O)O)C1=C(C(=CC2=CC=CC=C12)C(=O)O)O 2,2'-dihydroxyl-1,1'-binaphthyl-3,3'-dicarboxylic acid